(3'r)-1'-(6-amino-5-fluoropyrimidin-4-yl)-3-(3,5-dichlorophenylamino)-1,3'-bipiperidin-2-one NC1=C(C(=NC=N1)N1C[C@@H](CCC1)N1C(C(CCC1)NC1=CC(=CC(=C1)Cl)Cl)=O)F